FC=1C=2N(C=CC1)N=C(C2)[C@H]2N(CCC1=C2N=CN1)C=1N=CC(=NC1)C(=O)NC1COC1 (S)-5-(4-(4-fluoropyrazolo[1,5-a]pyridin-2-yl)-1,4,6,7-tetrahydro-5H-imidazo[4,5-c]pyridin-5-yl)-N-(oxetan-3-yl)pyrazine-2-carboxamide